C[Se+](C)C The molecule is an organic cation consisting of three methyl groups covalently bound to a central selenium atom. It has a role as a human xenobiotic metabolite. It derives from a dimethylselenide.